2-(((2-(4-(2-hydroxyethyl)piperazin-1-yl)ethyl)amino)methylene)-5-(1H-indol-4-yl)cyclohexane-1,3-dione OCCN1CCN(CC1)CCNC=C1C(CC(CC1=O)C1=C2C=CNC2=CC=C1)=O